[O-2].[Ta+5].[Cr+3].[O-2].[O-2].[O-2] chromium-tantalum oxide